C1(CC1)C#CC1=C(C=C(N=N1)C=1C=NC=NC1)[C@@H]1[C@H](C1)C(F)F 5-(6-(Cyclopropylethynyl)-5-((1S,2S)-2-(difluoromethyl)cyclopropyl)pyridazin-3-yl)pyrimidine